(S)-2-amino-N1-((3S,5R,8R,9S,10S,13R,17S)-10,13-dimethyl-17-(5-oxo-2,5-dihydrofuran-3-yl)-2,3,4,5,6,7,8,9,10,11,12,13,16,17-tetradecahydro-1H-cyclopenta[a]phenanthren-3-yl)succinamide N[C@H](C(=O)N[C@H]1CC[C@@]2([C@H]3CC[C@@]4([C@H](CC=C4[C@@H]3CC[C@@H]2C1)C=1COC(C1)=O)C)C)CC(=O)N